FC(C1=NC(=CC(=N1)NC1=CC(=C(C=N1)C=1C=NN(C1)CC(C)(O)C)OC)NCC1=C(C=C(C=C1)OC)OC)F 1-(4-(6-((2-(difluoromethyl)-6-((2,4-dimethoxybenzyl)amino)pyrimidin-4-yl)amino)-4-methoxypyridin-3-yl)-1H-pyrazol-1-yl)-2-methylpropan-2-ol